(S)-3-((tert-butoxycarbonyl)amino)-2-((tert-butyldimethylsilyl)oxy)propyl methanesulfonate CS(=O)(=O)OC[C@H](CNC(=O)OC(C)(C)C)O[Si](C)(C)C(C)(C)C